NC=1N=CC2=C(N1)NC=C2C2=CC=1N(C=C2)N=CC1C(=O)N[C@@H](C(F)(F)F)C (R)-5-(2-amino-7H-pyrrolo[2,3-d]pyrimidin-5-yl)-N-(1,1,1-trifluoropropan-2-yl)pyrazolo[1,5-a]pyridine-3-carboxamide